1-(4,6-dimethoxy-1,3,5-triazin-2-yl)-3-[2-(2-methoxyethoxy)phenyl]sulfonylurea COC1=NC(=NC(=N1)OC)NC(=O)NS(=O)(=O)C1=C(C=CC=C1)OCCOC